ClC=1C(N(C(=CC1OC([2H])([2H])C1=NC=C(C=C1F)F)C)C1=CC(=NC=C1C)C=1N=C(SC1)C(C)(C)O)=O (S)-3-chloro-4-((3,5-difluoropyridin-2-yl)methoxy-d2)-2'-(2-(2-hydroxypropan-2-yl)thiazole-4-yl)-5',6-dimethyl-2H-[1,4'-bipyridine]-2-one